2-(4-benzoyl-3-hydroxyphenoxy)ethyl acrylat C(C=C)(=O)OCCOC1=CC(=C(C=C1)C(C1=CC=CC=C1)=O)O